1-((4-(4-((3-(3,6-difluoropyridin-2-yl)-1-((1r,4r)-4-ethoxycyclohexyl)-1H-pyrazol-4-yl)carbamoyl)thiazol-2-yl)-1H-pyrazol-1-yl)methyl) 4-methyl L-aspartate hydrochloride Cl.N[C@@H](CC(=O)OC)C(=O)OCN1N=CC(=C1)C=1SC=C(N1)C(NC=1C(=NN(C1)C1CCC(CC1)OCC)C1=NC(=CC=C1F)F)=O